OC[C@H](C[C@H]1C(NCC1)=O)NC(CCCCC)=O N-((S)-1-hydroxy-3-((S)-2-oxopyrrolidin-3-yl)propan-2-yl)hexanamide